aluminum diethoxide (ethylacetoacetate) C(C)CC(CC(=O)[O-])=O.[O-]CC.[O-]CC.[Al+3]